C[C@H]1CO[C@@H]([C@@]([C@@]1(O)OC(C)=O)(O)OC(C)=O)C(O)OC(C)=O 2-methyl-(3,4,6-triacetoxy-1,2-dideoxy-alpha-D-galactopyranose)